FC1=C(C=C(C=C1)OC=1C(=C2C=CN(C2=CC1F)S(=O)(=O)C1=CC=C(C=C1)C)S(=O)(=O)C)C=1NC(=CN1)CCCN1C(C2=CC=CC=C2C1=O)=O 2-[3-[2-[2-fluoro-5-[6-fluoro-4-methylsulfonyl-1-(p-tolylsulfonyl)indol-5-yl]oxy-phenyl]-1H-imidazol-5-yl]propyl]isoindoline-1,3-dione